C(=O)(OC(C)(C)C)N1C[C@@](CCC1)(O)C (R)-N-Boc-3-methyl-3-hydroxypiperidine